FC1=NC=CC(=C1)N1C[C@@H](NCC1)C (S)-1-(2-fluoropyridin-4-yl)-3-methylpiperazine